NC1=NC(=C(C(=C1C#N)C1=C(C=CC(=C1)Br)F)C#N)N1CCCCC1 2-amino-4-(5-bromo-2-fluorophenyl)-6-(piperidin-1-yl)pyridine-3,5-dicarbonitrile